FC=1C=C(C(C=O)=CC1F)O 4,5-difluorosalicylaldehyde